CN(C(OC=1C(=NC(=CC1)C1=C(C=CC=C1)F)[N+](=O)[O-])=S)C O-[[6-(2-fluorophenyl)-2-nitro-3-pyridyl]] N,N-dimethylcarbamothioate